(4-amino-3-methyl-3H-pyrazolo[3,4-c][1,7]naphthyridin-8-yl)((4aS,9bS)-9-fluoro-7-(trifluoromethyl)-3,4,4a,9b-tetrahydrobenzofuro[3,2-b]pyridin-1(2H)-yl)methanone NC1=NC=2C=NC(=CC2C2=C1N(N=C2)C)C(=O)N2[C@@H]1[C@H](CCC2)OC2=C1C(=CC(=C2)C(F)(F)F)F